3-(Dimethylamino)-10-methyl-6-(6-methyl-1,2,4,5-tetrazin-3-yl)acridin-10-ium chloride [Cl-].CN(C=1C=CC2=CC3=CC=C(C=C3[N+](=C2C1)C)C=1N=NC(=NN1)C)C